C(C)(C)(C)OC(=O)N1C[C@H]([C@@H](C1)C(NC1=CSC2=CN=CC=C21)=O)C2=CC=CC=C2 (3R,4S)-3-phenyl-4-(thieno[2,3-c]pyridin-3-ylcarbamoyl)pyrrolidine-1-carboxylic acid tert-butyl ester